C(C)S(=O)(=O)C=1C=C2CN(C(C2=CC1)=O)C(=O)OC(C)(C)C tert-Butyl 5-(ethylsulfonyl)-1-oxoisoindoline-2-carboxylate